1H-2,1,3-BENZOTHIADIAZIN-4(3H)-ONE N1SNC(C2=C1C=CC=C2)=O